CC=1C=CC(=C(C1)C=O)N1N=CC=N1 (5-methyl-2-(2H-1,2,3-triazol-2-yl)phenyl)methanone